6-({[1,3]thiazolo[5,4-b]pyridin-5-yl}amino)pyridazine-3-carboxamide N1=CSC2=NC(=CC=C21)NC2=CC=C(N=N2)C(=O)N